5-chloro-2-(difluoromethyl)-N-((1r,4r)-4-((3-(5-fluoropyridin-3-yl)-3-hydroxy-2-oxoindolin-1-yl)methyl)cyclohexyl)nicotinamide ClC=1C=NC(=C(C(=O)NC2CCC(CC2)CN2C(C(C3=CC=CC=C23)(O)C=2C=NC=C(C2)F)=O)C1)C(F)F